(R)-1-(1-(4-(Trifluoromethyl)benzyl)-1H-benzo[d]imidazol-2-yl)piperidin-3-amin FC(C1=CC=C(CN2C(=NC3=C2C=CC=C3)N3C[C@@H](CCC3)N)C=C1)(F)F